4-(2-(but-1-yn-1-yl)-5-fluoropyridin-4-yl)piperazine-1-Carboxylic acid tert-butyl ester C(C)(C)(C)OC(=O)N1CCN(CC1)C1=CC(=NC=C1F)C#CCC